benzaldehyde-D5 [2H]C1=C(C(=C(C(=C1[2H])[2H])C=O)[2H])[2H]